OC1=NC2=CC=CC(=C2N=C1)N1CC2(CN(C2)C(=O)C2(CC2)C(F)(F)F)C(C1)C(=O)N 6-(2-hydroxyquinoxalin-5-yl)-2-(1-(trifluoromethyl)cyclopropane-1-carbonyl)-2,6-diazaspiro[3.4]octane-8-carboxamide